1-Benzyl-4-ethyl-3-methyl-5-phenyl-3-((benzylseleno)methyl)-1H-pyrrol-2(3H)-one C(C1=CC=CC=C1)N1C(C(C(=C1C1=CC=CC=C1)CC)(C[Se]CC1=CC=CC=C1)C)=O